4-(3-fluorophenyl)-7-(2-morpholinylpyrimidin-5-yl)-3,4-dihydro-1H-benzo[4,5]imidazo[2,1-c][1,4]oxazine FC=1C=C(C=CC1)C1N2C(COC1)=NC1=C2C=C(C=C1)C=1C=NC(=NC1)N1CCOCC1